6,6-dimethyl-N'-(((R)-3-methyl-1,2,3,5,6,7-hexahydro-s-indacen-4-yl)carbamoyl)-6,7-dihydro-5H-pyrazolo[5,1-b][1,3]oxazine-3-sulfonimidamide CC1(CN2C(OC1)=C(C=N2)S(=O)(N)=NC(NC2=C1[C@@H](CCC1=CC=1CCCC21)C)=O)C